FC1=CC2=C(N(C(=N2)CNN(C(C)=O)C)C)C=C1F N'-((5,6-difluoro-1-methyl-1H-benzo[d]imidazol-2-yl)methyl)-N-methylacetohydrazide